FC=1C=C(C=C(C1[C@H]1N([C@@H](CC2=C1NC1=CC=CC=C21)C)CC(C)(C)F)F)/C=C/C(=O)O (E)-3-[3,5-difluoro-4-[(1R,3R)-2-(2-fluoro-2-methylpropyl)-3-methyl-2,3,4,9-tetrahydro-1H-pyrido[3,4-b]indol-1-yl]phenyl]acrylic acid